BrC=1C=C(C=CC1)C(C)C(CN)NCC 1-(1-(3-bromophenyl)ethyl)-N1-Ethyl-ethane-1,2-diamine